(2S)-methyl 2-((S)-3-cyclopropyl-2-(4-methoxy-1H-indole-2-carboxamido)propanamido)-2-methyl-3-(2-oxopyrrolidin-3-yl)propanoate C1(CC1)C[C@@H](C(=O)N[C@](C(=O)OC)(CC1C(NCC1)=O)C)NC(=O)C=1NC2=CC=CC(=C2C1)OC